(2S,5S)-4-(1-methylcyclopentane-1-carbonyl)-2,3,4,5-tetrahydro-2,5-methanopyrido[3,4-f][1,4]oxazepine-9-carbonitrile CC1(CCCC1)C(=O)N1C[C@H]2OC3=C([C@@H]1C2)C=NC=C3C#N